5-butylsulfanyl-1-[4-(triethoxysilyl)butyl]-1H-tetrazole C(CCC)SC1=NN=NN1CCCC[Si](OCC)(OCC)OCC